1-octyl-3-methylimidazole naphthaleneacetate C1(=CC=CC2=CC=CC=C12)CC(=O)O.C(CCCCCCC)N1CN(C=C1)C